O=C(CC(C(=O)OC)CC(C=1C=C(C=CC1)C)=O)C1=CC=CC=C1 methyl 4-oxo-2-(2-oxo-2-(m-tolyl) ethyl)-4-phenylbutyrate